FC(C=1C=CC2=C(OCCCC2=O)C1)(F)F 8-(trifluoromethyl)-3,4-dihydrobenzo[b]oxepin-5(2H)-one